C(C)(C)(C)C=1C=CC=2N(C3=CC=C(C=C3C2C1)C(C)(C)C)C1=CC=C(C=C1)NC1=CC=C(C=C1)N1C2=CC=C(C=C2C=2C=C(C=CC12)C(C)(C)C)C(C)(C)C bis(4-(3,6-di-t-butyl-9H-carbazol-9-yl)phenyl)amine